C[Si](O)(C1=CC=CC=C1)C dimethyl-(phenyl)silanol